C(C)(C)(C)OC(=O)N1CCN(CC1)C1=NC=CC(=C1)C=1C(=C(C=CC1)C1=CC(=C(C=C1)NC(C)=O)F)OC 4-(4-(4'-acetamido-3'-fluoro-2-methoxy-[1,1'-biphenyl]-3-yl)pyridin-2-yl)piperazine-1-carboxylic acid tert-butyl ester